N-(4-bromo-2-carbamoyl-6-methyl-phenyl)-5-(2,2-difluoroethoxy)-2-(2,2-difluoroethyl)pyrazole-3-carboxamide BrC1=CC(=C(C(=C1)C)NC(=O)C=1N(N=C(C1)OCC(F)F)CC(F)F)C(N)=O